2,4-difluoro-N-phenylpyridinamide FC1(NC=CC(=C1)F)C(=O)NC1=CC=CC=C1